C(CC)OC(OCCC)OCCC tripropylorthoformate